ClC1=NC=C(C(=N1)NC1CN(C1)C(=O)OC(C)(C)C)CNC1=C(C=CC=C1C)F tert-butyl 3-[[2-chloro-5-[(2-fluoro-6-methyl-anilino)methyl] pyrimidin-4-yl]amino]azetidine-1-carboxylate